FC1=CC(=C(C#N)C=C1)N1C=NC(=C1)C1=NC(=NC=C1C(F)(F)F)NC1CCN(CC1)S(=O)(=O)C 4-Fluoro-2-(4-(2-((1-(methylsulfonyl)piperidin-4-yl)amino)-5-(trifluoromethyl)pyrimidin-4-yl)-1H-imidazol-1-yl)benzonitrile